O=C1NC(CCC1N1CC=2C=CC(=C(C2C1=O)C#N)OC(F)(F)F)=O 2-(2,6-dioxopiperidin-3-yl)-3-oxo-5-(trifluoromethoxy)isoindoline-4-carbonitrile